thiophene-2,3-dicarboxylic acid dimethyl ester COC(=O)C=1SC=CC1C(=O)OC